ethyl 2-[6-benzyloxy-3-bromo-N-(tert-butoxycarbonylsulfamoyl)-2-fluoro-4-methyl-anilino]acetate C(C1=CC=CC=C1)OC1=CC(=C(C(=C1N(S(NC(=O)OC(C)(C)C)(=O)=O)CC(=O)OCC)F)Br)C